COC([C@@H](CCCC)NC([C@@H](CC#CC1=CC=CC=C1)NC([C@@H](CC1=CC=CC=C1)NC(=O)OC(C)(C)C)=O)=O)=O (2R)-2-[[(2R)-2-[[(2R)-2-(tert-butoxycarbonylamino)-3-phenyl-propionyl]amino]-5-phenyl-pent-4-ynoyl]amino]hexanoic acid methyl ester